Cl.Cl.N1(CCC12CCNCC2)C=2SC1=C(N=NC(=C1)C1=C(C=C(C=C1)C=1C=NNC1)O)N2 2-[6-(1,7-diazaspiro[3.5]non-1-yl)[1,3]thiazolo[4,5-c]pyridazin-3-yl]-5-(1H-pyrazol-4-yl)phenol dihydrochloride